2-[[3-(4-tert-butoxycarbonylpiperazine-1-carbonyl)-6-(trifluoromethoxy)-4-quinolyl]amino]benzoic acid C(C)(C)(C)OC(=O)N1CCN(CC1)C(=O)C=1C=NC2=CC=C(C=C2C1NC1=C(C(=O)O)C=CC=C1)OC(F)(F)F